aza-carbene N(*)*